OC1=C(C=CC(=C1)OC1=CC(=CC=C1)[N+](=O)[O-])C(C=O)N1N=CN=C1 2-(2'-Hydroxy-4'-(3''-nitrophenoxy)phenyl)-2-(1H-1,2,4-triazolyl)ethanone